perfluoro-(methylcyclohexane) FC1(C(C(C(C(C1(F)F)(F)F)(F)F)(F)F)(F)F)C(F)(F)F